The molecule is a hydrochloride obtained by combining equimolar amounts of levobunolol and hydrochloric acid. A non-selective beta-adrenergic antagonist used for treatment of glaucoma. It has a role as a beta-adrenergic antagonist and an antiglaucoma drug. It contains a levobunolol(1+). CC(C)(C)NC[C@@H](COC1=CC=CC2=C1CCCC2=O)O.Cl